7-chloro-[1,2,4]triazolo[1,5-a]pyridin ClC1=CC=2N(C=C1)N=CN2